CN(C)CCCOC(C(=C)C)=O.CC1C(=C(C2=CC=CC=C12)C)[Si](C)(C)C1C=C(C2=CC=CC=C12)C (1,3-dimethyl-1H-inden-2-yl)(3-methyl-1H-inden-1-yl)dimethylsilane dimethylaminopropyl-methacrylate